N-{3-[6-chloro-1-(4-methoxyphenyl)-1,3-dihydroisobenzofuran-1-yl]-1-propyl}-N-methylglycine ClC1=CC=C2COC(C2=C1)(C1=CC=C(C=C1)OC)CCCN(CC(=O)O)C